5-(3-((4'-chloro-[1,1'-biphenyl]-2-yl)methyl)-3,8-diazabicyclo[3.2.1]octan-8-yl)-2-(2,6-dioxopiperidin-3-yl)-6-fluoroisoindoline-1,3-dione ClC1=CC=C(C=C1)C1=C(C=CC=C1)CN1CC2CCC(C1)N2C=2C=C1C(N(C(C1=CC2F)=O)C2C(NC(CC2)=O)=O)=O